ClC1=C(C(=C(C=C1OC)OC)Cl)C1=CC2=C(N=C(N=C2)N[C@@H]2COCC[C@@H]2NC(C=C)=O)C(=N1)NC1CC(CC1)(F)F N-((3S,4S)-3-((6-(2,6-dichloro-3,5-di-methoxyphenyl)-8-((3,3-difluorocyclopentyl)amino)pyrido[3,4-d]pyrimidin-2-yl)amino)tetrahydro-2H-pyran-4-yl)acrylamide